(1r,3s)-3-methoxyazetidin COC1CNC1